NC1=NC=C2C=C(N=C(C2=C1)SC)C#N 7-amino-1-(methylthio)-2,6-naphthyridine-3-carbonitrile